2-Amino-4-(3-(((S)-4-(difluoromethylidene)-1-methylpyrrolidin-2-yl)methoxy)-5-fluoro-7,9-dihydrofuro[3,4-f]quinazolin-6-yl)-7-fluorobenzo[b]thiophene-3-carbonitrile NC1=C(C2=C(S1)C(=CC=C2C=2C1=C(C=3C=NC(=NC3C2F)OC[C@H]2N(CC(C2)=C(F)F)C)COC1)F)C#N